O=C1C(=CN=CN1CC(=O)O)C1=CC=CC=C1 2-(6-oxo-5-phenylpyrimidin-1(6H)-yl)acetic acid